(S)-N-(1-(4-((4-cyclopropyl-1,5-naphthyridin-3-yl)amino)phenyl)-2,2,2-trifluoroethyl)-4,4-difluoro-N-methylcyclohexane-1-carboxamide C1(CC1)C1=C(C=NC2=CC=CN=C12)NC1=CC=C(C=C1)[C@@H](C(F)(F)F)N(C(=O)C1CCC(CC1)(F)F)C